CCC(=C)CC\C=C(/C)\CCC=C(C)C (E)-β-farnesene